butyl-[2-[3,5-dichloro-4-[(4-isopropyl-2-oxo-1H-quinolin-6-yl)oxy]phenyl]-3,5-dioxo-1,2,4-triazin-6-yl]carbamate C(CCC)OC(NC=1C(NC(N(N1)C1=CC(=C(C(=C1)Cl)OC=1C=C2C(=CC(NC2=CC1)=O)C(C)C)Cl)=O)=O)=O